NC=1SC2=C(C(=NNC2=O)C(C)C)N1 2-amino-4-isopropylthiazolo[4,5-d]pyridazin-7(6H)-one